CN(CCCOC1=C(C=NC=C1)N)C 4-(3-(dimethylamino)propoxy)pyridin-3-amine